3-aminoimidazolidine-2,4-dione NN1C(NCC1=O)=O